ClC=1C(=CC2=CN(N=C2C1)CC1(CC1)COC)N 6-chloro-2-((1-(methoxymethyl)cyclopropyl)methyl)-2H-indazol-5-amine